C(C=C)N1N(C2=NC(=NC=C2C1=O)NC1=CC=C(C=C1)N1CCNCC1)C1=CC=C2C(=N1)[C@@](CC2)(O)CC (R)-2-allyl-1-(7-ethyl-7-hydroxy-6,7-dihydro-5H-cyclopenta[b]pyridin-2-yl)-6-((4-(piperazin-1-yl)phenyl)amino)-1,2-dihydro-3H-pyrazolo[3,4-d]pyrimidin-3-one